6-((4-bromobenzyl)oxy)-N-(prop-2-yn-1-yl)-1,2,3,4-tetrahydronaphthalen-1-amine BrC1=CC=C(COC=2C=C3CCCC(C3=CC2)NCC#C)C=C1